C(C)N1C(=NC(=C1)C(F)(F)F)C1=CC=C(C=C1)C1=NN2C(C(CCCC2)N)=C1 (4-(1-ethyl-4-(trifluoromethyl)-1H-imidazol-2-yl)phenyl)-5,6,7,8-tetrahydro-4H-pyrazolo[1,5-a]azepin-4-amine